FC1=C(NC2=CN=CC(=N2)C(C(=O)OC)(CC)CC)C=CC(=C1)F Methyl 2-[6-(2,4-difluoroanilino) pyrazin-2-yl]-2-ethyl-butanoate